1-(4-(5-amino-1-(quinoxalin-2-yl)-1H-1,2,4-triazol-3-ylamino)phenyl)ethanone NC1=NC(=NN1C1=NC2=CC=CC=C2N=C1)NC1=CC=C(C=C1)C(C)=O